Tert-butyl (tert-butoxycarbonyl)(4-cyano-3-fluorobenzyl)carbamate C(C)(C)(C)OC(=O)N(C(OC(C)(C)C)=O)CC1=CC(=C(C=C1)C#N)F